(tert.-butyl)sodium carbonate C(O)(O)=O.C(C)(C)(C)[Na]